dimethyl pyrazole-3,5-dicarboxylate N1N=C(C=C1C(=O)OC)C(=O)OC